tert-butyl 4-[[4-[(Z)-2-(dimethylamino)vinyl]-2-[6-(methoxy-methoxy)-2,7-dimethyl-indazol-5-yl]pyrimidine-5-carbonyl]amino]-2-methyl-piperidine-1-carboxylate CN(\C=C/C1=NC(=NC=C1C(=O)NC1CC(N(CC1)C(=O)OC(C)(C)C)C)C1=CC2=CN(N=C2C(=C1OCOC)C)C)C